[Th].[Ac] actinium Thorium